C1(CC1)N1N=CC(=C1CO[C@H]1[C@@H]2CN([C@H](C1)C2)C=2SC1=C(N2)C(=CC(=C1)C(=O)OC)F)C1=C(C=CC=C1Cl)Cl methyl 2-[(1S,4S,5R)-5-[[1-cyclopropyl-4-(2,6-dichlorophenyl)-1H-pyrazol-5-yl]methoxy]-2-azabicyclo[2.2.1]heptan-2-yl]-4-fluoro-1,3-benzothiazole-6-carboxylate